CN1CC2=CC(=CC(=C2CC1)C)C=1N=C(C(=NC1)N)OCC1=CC(=NC=C1)C#CC(C)(C)C (2,5-dimethyl-1,2,3,4-tetrahydroisoquinolin-7-yl)-3-((2-(3,3-dimethylbut-1-yn-1-yl)pyridin-4-yl)methoxy)pyrazin-2-amine